1,4-bis(3-aminophenoxy)-2,6-dimethylbenzene NC=1C=C(OC2=C(C=C(C=C2C)OC2=CC(=CC=C2)N)C)C=CC1